BrC1=C(C=CC(=C1)C(F)(F)F)C=1C=C2CCN(C(C2=CC1)=O)C=1C=CC(=C(C1)NS(=O)(=O)C(C)C)O N-(5-(6-(2-bromo-4-(trifluoromethyl)phenyl)-1-oxo-3,4-dihydroisoquinolin-2(1H)-yl)-2-hydroxyphenyl)propane-2-sulfonamide